(S)-N-(1-Isopropylpyrrolidin-3-yl)-4-(pyrazin-2-yl)-3,4-dihydroquinoxaline-1(2H)-carboxamide C(C)(C)N1C[C@H](CC1)NC(=O)N1CCN(C2=CC=CC=C12)C1=NC=CN=C1